C1(CCCCC1)NC(=O)[C@@H](CC(=O)O)NC(=O)C1=NN(C(=C1)C1=C(C=CC=C1)C(F)(F)F)C1CCCC1 (3R)-3-(cyclohexylcarbamoyl)-3-({1-cyclopentyl-5-[2-(trifluoromethyl)phenyl]-1H-pyrazol-3-yl}formamido)propanoic acid